BrC=1C=C(C(=NC1)C(C)NC(C1=C(N=CC=C1Cl)Cl)=O)Cl N-[1-(5-Bromo-3-chloropyridin-2-yl)ethyl]-2,4-dichloronicotinamid